1-(cyclopentylmethyl)-4-(4,4,5,5-tetramethyl-1,3,2-dioxaborolan-2-yl)-1H-pyrazole C1(CCCC1)CN1N=CC(=C1)B1OC(C(O1)(C)C)(C)C